5-(3-methoxyazetidin-1-yl)-6-(oxetan-3-ylmethoxy)picolinic acid methyl ester COC(C1=NC(=C(C=C1)N1CC(C1)OC)OCC1COC1)=O